8-[(1R)-1-Aminoethyl]-3,6-dimethyl-2-[1-[(3-methyloxetan-3-yl)methyl]pyrazol-4-yl]chromen-4-one N[C@H](C)C=1C=C(C=C2C(C(=C(OC12)C=1C=NN(C1)CC1(COC1)C)C)=O)C